(2R,4R)-1,2,4-trihydroxyheptadeca-16-yne OC[C@@H](C[C@@H](CCCCCCCCCCCC#C)O)O